FC1=CC(=CC2=C1C(=CO2)C2C(NC(CC2)=O)=O)C=2C=NN(C2)CC2=NC=C(C=C2)C 3-(4-fluoro-6-(1-((5-methylpyridin-2-yl)methyl)-1H-pyrazol-4-yl)benzofuran-3-yl)piperidine-2,6-dione